ClC1=C(C=C(C=C1)[C@]12[C@@H]([C@H]([C@@H]([C@](CO1)(O2)CO)O)O)O)CC2=CC=C(C=C2)OCC (1s,2s,3s,4r,5s)-5-[4-chloro-3-[(4-ethoxyphenyl)methyl]phenyl]-1-(hydroxymethyl)-6,8-dioxabicyclo[3.2.1]octane-2,3,4-triol